NC=1C(=NC(=CN1)C=1C=NC(=CC1)OC(F)F)C(=O)NOCC=1C(=NC=C(C1)OC)F 3-amino-6-(6-(difluoromethoxy)pyridin-3-yl)-N-((2-fluoro-5-methoxypyridin-3-yl)methoxy)pyrazine-2-carboxamide